Cl.O1CC(C2=C1C=CC=C2)CCN(C)C [2-(2,3-Dihydro-1-benzofuran-3-yl)ethyl]dimethylamine hydrochloride